2-(2,4-dioxo-1,3-oxazolidin-3-yl)-N-methylacetamide O=C1OCC(N1CC(=O)NC)=O